methyl (2S)-2-(benzyloxycarbonylamino)-5-[4-[2-[2-[2-[2-(2-tert-butoxy-2-oxo-ethoxy)ethoxy]ethoxy]ethoxy]ethyl]piperazin-1-yl]-5-oxo-pentanoate C(C1=CC=CC=C1)OC(=O)N[C@H](C(=O)OC)CCC(=O)N1CCN(CC1)CCOCCOCCOCCOCC(=O)OC(C)(C)C